BrC1=CC=C(S1)C(=O)NC1=CC(=C(C=C1)Br)Cl 5-bromo-N-(4-bromo-3-chlorophenyl)thiophene-2-carboxamide